ClC=1C(=C(C=CC1OCC)NC=1C2=C(N=CN1)C=CC(=N2)O[C@@H]2CNCC2)F N-(3-chloro-4-ethoxy-2-fluoro-phenyl)-6-[(3S)-pyrrolidin-3-yl]oxy-pyrido[3,2-d]pyrimidin-4-amine